N[C@@H]1C2=CC=CC=C2CC12CCN(CC2)C2=NC(=C(C(=N2)C(=O)O)C2=C(C(=CC=C2)Cl)Cl)C (S)-2-((S)-1-amino-1,3-dihydrospiro[indene-2,4'-piperidine]-1'-yl)-5-(2,3-dichlorophenyl)-6-methylpyrimidine-4-carboxylic acid